CN1C(NC(C1)=O)=N 1-methyl-2-iminoimidazolidin-4-one